COC=1C=C(CNCC=2C=C3C=CC=NC3=CC2)C=CC1 N-(3-methoxybenzyl)-1-(quinolin-6-yl)methanamine